FC1=CC=C(C=C1)NC(=O)C1(CCC1)C=1N=C2CCCN(C2=CC1)C(=O)OC methyl 6-{1-[(4-fluorophenyl)carbamoyl]cyclobutyl}-3,4-dihydro-1,5-naphthyridine-1(2H)-carboxylate